Ethyl 2-(2,6-dimethyl-4-(2-(5-oxo-4-(4-(trifluoromethyl) phenyl)-4,5-dihydro-1H-1,2,4-triazol-1-yl) ethyl) phenoxy)-2-methylpropionate CC1=C(OC(C(=O)OCC)(C)C)C(=CC(=C1)CCN1N=CN(C1=O)C1=CC=C(C=C1)C(F)(F)F)C